O[C@H](CNC=1N=C(C(=NC1C1=CC=CC=2N(C=NC21)C)C(=O)N)NC2=CC=C(C=C2)N2CCOCC2)C 5-[[(2S)-2-hydroxypropyl]amino]-6-(1-methylbenzimidazol-4-yl)-3-(4-morpholinoanilino)pyrazine-2-carboxamide